4-[5-(ethylamino)-5-oxopentan-2-yl]benzene-1,3-diyl diacetate C(C)(=O)OC1=CC(=C(C=C1)C(C)CCC(=O)NCC)OC(C)=O